[(1R,2S)-2-Fluorocyclopropyl]-[(5R,7R)-7-fluoro-5-phenyl-6,7-dihydro-5H-pyrrolo[1,2-b][1,2,4]triazol-2-yl]methanon F[C@@H]1[C@H](C1)C(=O)C=1N=C2N(N1)[C@H](C[C@H]2F)C2=CC=CC=C2